7-chloro-N-[(3s,6r)-6-{5-[2-(trifluoromethoxy)ethoxy]-1,3,4-oxadiazol-2-yl}piperidin-3-yl]-2H-chromen-3-carboxamide ClC1=CC=C2C=C(COC2=C1)C(=O)N[C@@H]1CN[C@H](CC1)C=1OC(=NN1)OCCOC(F)(F)F